N-(2,6-dioxo-3-piperidinyl)-3-pyrrolidinecarboxamide O=C1NC(CCC1NC(=O)C1CNCC1)=O